4-(2-Bromo-4-fluorophenyl)-N-(2-chlorophenyl)-1,3-dimethyl-1H-pyrazol-5-amin BrC1=C(C=CC(=C1)F)C=1C(=NN(C1NC1=C(C=CC=C1)Cl)C)C